2-[4-(4-(Ethoxycarbonylmethyl)phenyl)-6-(4-hydroxy-piperidin-1-yl)-pyrimidin-2-ylamino]-4-methylthiazole C(C)OC(=O)CC1=CC=C(C=C1)C1=NC(=NC(=C1)N1CCC(CC1)O)NC=1SC=C(N1)C